2-(3-{4-Amino-6-[(1-methyl-1H-pyrazole-4-yl)amino]-1,3,5-triazine-2-yl}-2-(Hydroxymethyl)phenyl)-6-cyclopropyl-8-fluoroisoquinoline-1(2H)-one NC1=NC(=NC(=N1)NC=1C=NN(C1)C)C=1C(=C(C=CC1)N1C(C2=C(C=C(C=C2C=C1)C1CC1)F)=O)CO